N-[3-(3,3-difluoropyrrolidin-1-yl)-4-(4-methyl-2-phenylpiperazine-1-carbonyl)phenyl]cyclopropanecarboxamide FC1(CN(CC1)C=1C=C(C=CC1C(=O)N1C(CN(CC1)C)C1=CC=CC=C1)NC(=O)C1CC1)F